P(=O)(OOC(C=C)=O)(OCCCCCCCC)[O-] acryloyloxy octyl phosphate